(2S,3S,4R,5R)-5-(2-(5-chloropyridin-3-yl)-6-(((4-methylpyridin-2-yl)methyl)amino)-9H-purin-9-yl)-3,4-dihydroxyl-N-vinyltetrahydrofuran-2-formamide ClC=1C=C(C=NC1)C1=NC(=C2N=CN(C2=N1)[C@H]1[C@@H]([C@@H]([C@H](O1)C(=O)NC=C)O)O)NCC1=NC=CC(=C1)C